2,4'-difluoro-3-hydroxy-[1,1'-biphenyl]-4-carboxaldehyde FC1=C(C=CC(=C1O)C=O)C1=CC=C(C=C1)F